S[C@H]1[C@H](O)[C@@H](O)[C@@H](O)[C@H](O1)CO 1-thio-β-D-galactopyranose